(5-chloro-4-(1-(methylsulfonyl)-1H-pyrazol-4-yl)pyrimidin-2-yl)-2-methyl-2H-indazol-6-amine ClC=1C(=NC(=NC1)C=1N(N=C2C=C(C=CC12)N)C)C=1C=NN(C1)S(=O)(=O)C